8-bromo-3,6-dimethyl-2-(1,4-oxazepan-4-yl)quinazolin-4(3H)-one BrC=1C=C(C=C2C(N(C(=NC12)N1CCOCCC1)C)=O)C